COC1=C(C=C(C=C1)OC1=CC=C(C=C1)C(F)(F)F)N(C(=O)[C@H]1N(C(CC1)=O)C)C (S)-N-(2-Methoxy-5-(4-(trifluoromethyl)phenoxy)phenyl)-N,1-dimethyl-5-oxopyrrolidine-2-carboxamide